COC1=CC=C(CNC(=O)NC2CC3(C2)CC(C3)C(=O)N3CCN(CC3)CC3=CC=NC=C3)C=C1 1-(4-methoxybenzyl)-3-(6-(4-(pyridin-4-ylmethyl)piperazine-1-carbonyl)spiro[3.3]hept-2-yl)urea